(1R)-1-[5-(4'-fluorobiphenyl-3-yl)-1,2,4-oxadiazol-3-yl]-6-azaspiro[2.5]octane-6-sulfonamide FC1=CC=C(C=C1)C1=CC(=CC=C1)C1=NC(=NO1)[C@@H]1CC12CCN(CC2)S(=O)(=O)N